FC(COCCOCCO)(F)F 2-[2-(2,2,2-trifluoroethoxy)ethoxy]ethanol